F[C@H]1[C@H](C1)C(=O)NC1=NC=C2C=C(N3C(C2=C1)=CC=N3)C=3C=NC(=CC3C)[C@H](CCC)O (1R,2R)-2-fluoro-N-(5-(6-((S)-1-hydroxybutyl)-4-methylpyridin-3-yl)pyrazolo[5,1-a][2,6]naphthyridin-9-yl)cyclopropane-1-carboxamide